(R)-7-methyl-1-o-methylphenyl-benzo[d][1,3,2]thiaselenazol-1-one CC1=CC=CC=2[Se]NS(C21)(=O)C2=C(C=CC=C2)C